C12(CC3CC(CC(C1)C3)C2)C2=NOC(=N2)[C@@H](CCCCN)NC([C@H](CC2=C(C=C(C=C2C)O)C)NC([C@@H](CCCNC(=N)N)N)=O)=O (2R)-N-((2S)-1-(((1R)-1-(3-(adamantan-1-yl)-1,2,4-oxadiazol-5-yl)-5-aminopentyl)amino)-3-(4-hydroxy-2,6-dimethylphenyl)-1-oxopropan-2-yl)-2-amino-5-guanidino-valeramide